(3-((benzyloxy)methyl)-4-ethyl-5-oxo-4,5-dihydro-1H-1,2,4-triazol-1-yl)-3-fluoro-8-isopropyl-6-(o-tolyl)pyrido[2,3-d]pyridazin-5(6H)-one C(C1=CC=CC=C1)OCC1=NN(C(N1CC)=O)C=1C(=CC2=C(C(=NN(C2=O)C2=C(C=CC=C2)C)C(C)C)N1)F